ethyl 2-methyl-4-phenyl-5-propyl-1H-pyrrole-3-carboxylate CC=1NC(=C(C1C(=O)OCC)C1=CC=CC=C1)CCC